2,4-dimethoxy-1-(2-methoxyl-vinyl)benzene COC1=C(C=CC(=C1)OC)C=COC